1,3-dimethyl-imidazole bromine salt [Br].CN1CN(C=C1)C